oxaazacycloeicosatrien-tetraone C1(C(C(C(N=CC=CC=COCCCCCCCCC1)=O)=O)=O)=O